3-oxobutanal O=C(CC=O)C